4-(6-(2-(1-(2-(2,6-dioxopiperidin-3-yl)-1,3-dioxoisoindolin-4-yl)piperidin-4-yl)ethyl)pyridin-3-yl)-N-(2-(((S)-2-methylpyrrolidin-1-yl)methyl)-1H-benzo[d]imidazol-5-yl)benzamide O=C1NC(CCC1N1C(C2=CC=CC(=C2C1=O)N1CCC(CC1)CCC1=CC=C(C=N1)C1=CC=C(C(=O)NC2=CC3=C(NC(=N3)CN3[C@H](CCC3)C)C=C2)C=C1)=O)=O